C(CCC)C1N(S(C2=C(N(C1)C1=CC=CC=C1)C=C(C(=C2)C=2C=CC(=C(C(=O)O)C2)F)CN2CCCC2)(=O)=O)C 5-(3-butyl-2-methyl-1,1-dioxido-5-phenyl-7-(pyrrolidin-1-ylmethyl)-2,3,4,5-tetrahydrobenzo[f][1,2,5]thiadiazepin-8-yl)-2-fluorobenzoic acid